2,5-dibromo-4-methoxy-1-(1,4,7,10-tetraoxaundecyl)benzene BrC1=C(C=C(C(=C1)OC)Br)OCCOCCOCCOC